CC1=C(C=CC(=C1)C)C1=CC(=C(N=N1)NC1C[C@@H]2[C@@H](CN(C2)CC2CCOCC2)C1)C(F)(F)F (3aR,5s,6aS)-N-(6-(2,4-dimethylphenyl)-4-(trifluoromethyl)pyridazin-3-yl)-2-((tetrahydro-2H-pyran-4-yl)methyl)octahydro-cyclopenta[c]pyrrol-5-amine